C(C)OC1=CC=C(C(=N1)F)B(O)O 6-ethoxy-2-fluoropyridin-3-ylboronic acid